4-bromo-6-(1-fluorocyclopropyl)phthalazin-1(2H)-one BrC1=NNC(C2=CC=C(C=C12)C1(CC1)F)=O